NC1=C2C(=C(N=N1)OC(C)C)N(C(=N2)CCCC)CC2=CC=C(CNC1CS(C1)(=O)=O)C=C2 3-((4-((4-amino-2-butyl-7-isopropoxy-1H-imidazo[4,5-d]pyridazin-yl)methyl)benzyl)amino)thietane 1,1-dioxide